(S)-8-chloro-N-((4,4-difluorocyclohexyl)methyl)-3-((tetrahydrofuran-3-yl)methyl)indolizine-1-carboxamide ClC1=CC=CN2C(=CC(=C12)C(=O)NCC1CCC(CC1)(F)F)C[C@@H]1COCC1